1-(3-pyrrolidin-1-ylpropyl)-3-vinylpyrazole N1(CCCC1)CCCN1N=C(C=C1)C=C